4-[1-[[6-[3-(2-azaspiro[3.3]heptan-2-yl)-1-piperidyl]pyridazin-3-yl]methyl]triazol-4-yl]-6-methoxy-1-tetrahydropyran-2-yl-indazole C1N(CC12CCC2)C2CN(CCC2)C2=CC=C(N=N2)CN2N=NC(=C2)C2=C1C=NN(C1=CC(=C2)OC)C2OCCCC2